6-(1-(4-acryloyl-3,4-dihydro-2H-benzo[b][1,4]oxazin-6-yl)-3-nitro-1H-pyrazol-4-yl)-3,4-dihydroisoquinolin-1(2H)-one C(C=C)(=O)N1C2=C(OCC1)C=CC(=C2)N2N=C(C(=C2)C=2C=C1CCNC(C1=CC2)=O)[N+](=O)[O-]